OCCOCCOCCOCCOCCOCCOCCNC(OC(C)(C)C)=O Tert-butyl (20-hydroxy-3,6,9,12,15,18-hexaoxaicosyl)carbamate